(±)-(1R,2R)-2-(((6-(3-methyl-4-(((4-(pyridin-2-yl)pyrimidin-2-yl)amino)methyl)isoxazol-5-yl)pyridin-3-yl)oxy)methyl)cyclobutane-1-carboxylic acid CC1=NOC(=C1CNC1=NC=CC(=N1)C1=NC=CC=C1)C1=CC=C(C=N1)OC[C@H]1[C@@H](CC1)C(=O)O |r|